CC1=C(C=NC=2OCCNC21)N2CC=1C=C(N=CC1CC2)NC=2C=NC=1CCN(CC1C2)C 6-{8-methyl-1H,2H,3H-pyrido[2,3-b][1,4]oxazin-7-yl}-N-(6-methyl-5,6,7,8-tetrahydro-1,6-naphthyridin-3-yl)-5,6,7,8-tetrahydro-2,6-naphthyridin-3-amine